[Cl-].C(=O)(O)CC[N+]1=CC=C(C=C1)C1=CC=[NH+]C=C1.[Cl-] N-(2-carboxyethyl)-4,4'-bipyridinium chloride